N'-isonicotinoyl-6-pentylpicolinohydrazide hydrogen chloride Cl.C(C1=CC=NC=C1)(=O)NNC(C1=NC(=CC=C1)CCCCC)=O